((1-(benzo[b]thiophen-3-yl)azetidin-3-yl)methyl)-N-(1H-indol-3-yl)-3,3-dimethyl-2-oxoindoline-6-carboxamide S1C2=C(C(=C1)N1CC(C1)CN1C(C(C3=CC=C(C=C13)C(=O)NC1=CNC3=CC=CC=C13)(C)C)=O)C=CC=C2